ClC=1C=C(C=2CC[C@H](C2C1)O)S(=O)(=O)NC1=C(C(=C(C=C1)F)C=1C=C2C=NC(=NC2=CC1)NC1CCN(CC1)C(COC)C)F (1R)-6-chloro-N-(2,4-difluoro-3-(2-((1-(1-methoxypropan-2-yl)piperidin-4-yl)amino)quinazolin-6-yl)phenyl)-1-hydroxy-2,3-dihydro-1H-indene-4-sulfonamide